N-(5-(5-(1,1-difluoroethyl)benzo[d]oxazol-2-yl)-8-(methylamino)-2,7-naphthyridin-3-yl)cyclopropanecarboxamide FC(C)(F)C=1C=CC2=C(N=C(O2)C2=C3C=C(N=CC3=C(N=C2)NC)NC(=O)C2CC2)C1